tert-butyl ((2-(2,6-dioxopiperidin-3-yl)-7-methyl-3-oxoisoindolin-5-yl)methyl)carbamate O=C1NC(CCC1N1CC2=C(C=C(C=C2C1=O)CNC(OC(C)(C)C)=O)C)=O